OCC1CCCN1C(=O)C1=CC=C(C=C1)C1=C(C=CC=C1)C 5-(hydroxymethyl)-1-[(2'-methyl-1,1'-biphenyl-4-yl)carbonyl]Pyrrolidine